FC=1C=CC(=C(C1)C(C)=O)NC1=CC(=CC=C1)[N+](=O)[O-] 1-(5-fluoro-2-((3-nitrophenyl)amino)phenyl)ethanone